C(C)(C)(C)OC(=O)N1CCN(CC1)CC1CCN(CC1)C1=NC=C(C(=C1)B(O)O)F [2-[4-[(4-tert-butoxycarbonylpiperazin-1-yl)methyl]-1-piperidyl]-5-fluoro-4-pyridyl]boronic acid